bis-(styryl)methanol C(=CC1=CC=CC=C1)C(O)C=CC1=CC=CC=C1